3-Chloro-N-(quinolin-8-yl)butanamide ClC(CC(=O)NC=1C=CC=C2C=CC=NC12)C